2,2'-bis(3-mercaptopropoxy)-3,3'-dimethoxybiphenyl SCCCOC1=C(C=CC=C1OC)C1=C(C(=CC=C1)OC)OCCCS